cis-6-(3-hydroxycycloheptyl)-1-[1-[4-(trifluoromethoxy)benzoyl]-4-piperidyl]-3H-imidazo[4,5-b]pyridin-2-one O[C@H]1C[C@H](CCCC1)C=1C=C2C(=NC1)NC(N2C2CCN(CC2)C(C2=CC=C(C=C2)OC(F)(F)F)=O)=O